ONC(CCCN(CCNC(=O)C=1C=CC=C2C=NNC12)C)=O N-(2-((4-(Hydroxyamino)-4-oxobutyl)(methyl)amino)ethyl)-1H-indazole-7-carboxamide